3-(4-phenylthiazol-2-yl)bicyclo[1.1.1]pentan-1-amine C1(=CC=CC=C1)C=1N=C(SC1)C12CC(C1)(C2)N